C1(CC1)C1=C(C(=NN1)C(=O)NC1=CC=C(C=C1)C1CNCCO1)C 5-cyclopropyl-4-methyl-N-(4-(morpholin-2-yl)phenyl)-1H-pyrazole-3-carboxamide